CC1CCC(CC1)[C@@H](C=1N=C2N(N=C(C=N2)C[C@@H]2C(NC[C@H](C2)C(F)(F)F)=O)C1)NC(OCC1=CC=CC=C1)=O benzyl ((1S)-((1r,4S)-4-methylcyclohexyl)(2-(((3R,5S)-2-oxo-5-(trifluoromethyl)piperidin-3-yl)methyl)imidazo[1,2-b][1,2,4]triazin-6-yl)methyl)carbamate